cobalt nitrate salt [N+](=O)([O-])[O-].[Co+2].[N+](=O)([O-])[O-]